(R)-(1-(4-(3-(2-cyano-3-(dimethylamino)-3-oxoprop-1-en-1-yl)phenyl)butyryl)-2-phenylethyl)boronic acid C(#N)C(=CC=1C=C(C=CC1)CCCC(=O)[C@@H](CC1=CC=CC=C1)B(O)O)C(=O)N(C)C